t-butyl cymyl peroxide C1(=C(C=C(C=C1)C)OOC(C)(C)C)C(C)C